1,2-Di-pentadecanoyl-sn-glycero-3-phosphoethanolamine C(CCCCCCCCCCCCCC)(=O)OC[C@@H](OC(CCCCCCCCCCCCCC)=O)COP(=O)(O)OCCN